tert-butyl 4-(4-((4-(methylsulfonyl)benzyl)oxy)phenyl)-1H-imidazole-1-carboxylate CS(=O)(=O)C1=CC=C(COC2=CC=C(C=C2)C=2N=CN(C2)C(=O)OC(C)(C)C)C=C1